N1N=CC2=CC=CC(=C12)C(=O)N1[C@H]2CC=3C(=NN(C3C3=CC(=C(C(=C3)F)F)F)C)[C@@H]1CC2 (1H-Indazol-7-yl)((5R,8S)-2-methyl-3-(3,4,5-trifluorophenyl)-2,4,5,6,7,8-hexahydro-5,8-epiminocyclohepta[c]pyrazol-9-yl)methanone